2-phenylpropan-2-yl-4,4-dimethylpentane C1(=CC=CC=C1)C(C)(C)CCCC(C)(C)C